ClC=1C=C(C(=O)NC2=C(N=CS2)C(=O)NCC2=NN(C3=CC=CC=C23)C)C=C(C1O)Cl 5-(3,5-dichloro-4-hydroxybenzamido)-N-((1-methyl-1H-indazol-3-yl)methyl)thiazole-4-carboxamide